N[C@@H]1CN(CC1)CC1=CC=2C(=CN=C(C2C2=CC(=C(C#N)C=C2)F)C2=CC(=C(C=C2)C)C)N1CC (S)-4-(2-((3-aminopyrrolidin-1-yl)methyl)-5-(3,4-dimethylphenyl)-1-ethyl-1H-pyrrolo[2,3-c]pyridin-4-yl)-2-fluorobenzonitrile